2-(trideuteromethyl)propanamide [2H]C(C(C(=O)N)C)([2H])[2H]